2-butyl-1-(3-((dimethylamino)methyl)benzyl)-7-isopropoxy-1H-imidazo[4,5-d]pyridazin-4-amine C(CCC)C1=NC=2C(=C(N=NC2N)OC(C)C)N1CC1=CC(=CC=C1)CN(C)C